COC([C@@H](NC(=O)OC(C)(C)C)CCOC)=O N-(tert-Butoxycarbonyl)-O-methyl-homoserine methyl ester